cycloproponyl chloride C1(C(C1)Cl)=O